4-{[5-(5-chloro-2-fluorophenyl)-4-methylpyridin-3-yl]methyl}-3-fluoropyridin-2-amine ClC=1C=CC(=C(C1)C=1C(=C(C=NC1)CC1=C(C(=NC=C1)N)F)C)F